strontium fluoride [F-].[Sr+2].[F-]